3-(5-((4-(diphenylamino)piperidin-1-yl)methyl)-7-fluoro-1-oxoisoindolin-2-yl)piperidine-2,6-dione C1(=CC=CC=C1)N(C1CCN(CC1)CC=1C=C2CN(C(C2=C(C1)F)=O)C1C(NC(CC1)=O)=O)C1=CC=CC=C1